C(C)(C)(C)N1N=C(C=C1NC=1C=CC2=C(OCCN(S2(=O)=O)CC2=CC=C(C=C2)OC)C1)[C@@H]1C[C@@H](CC1)O 7-((1-(tert-butyl)-3-((1S,3R)-3-hydroxycyclopentyl)-1H-pyrazol-5-yl)amino)-2-(4-methoxybenzyl)-3,4-dihydro-2H-benzo[b][1,4,5]oxathiazepine 1,1-dioxide